4-hydroxy-2-oxo-1,2-dihydro-[1,6]naphthyridine-3-carboxylic acid ethyl ester C(C)OC(=O)C=1C(NC2=CC=NC=C2C1O)=O